C(C)(C)(C)[Si](OC1CCC(CC1)OC1=CC=NC=C1)(C)C tert-butyl-dimethyl-[4-(4-pyridyloxy)cyclohexoxy]silane